C(C)(C)(C)OC(=O)C1=CC=C(C=C1)N1CCC(CC1)CN(C1CC(C1)OC=1C=C(C(C(=O)O)=CC1)C(=O)O)C(C)C 4-[3-[[1-(4-tert-butoxycarbonylphenyl)-4-piperidyl]methyl-isopropyl-amino]cyclobutoxy]phthalic acid